BrC1=CC=2C3=C(C=NC2C=C1F)NC(C31CC(C1)C)=O 8'-Bromo-7'-fluoro-3-methylspiro[cyclobutane-1,1'-pyrrolo[2,3-c]quinolin]-2'(3'H)-one